C(CCCCC)NC1=NC(=C2N=CN(C2=N1)C)NCC1=CC(=CC=C1)I 2-hexylamino-N6-(3-iodobenzyl)-9-methyladenine